FC(C1=NC=C2N1CCN=C2)(F)F 3-(trifluoromethyl)-5,6-dihydroimidazo[1,5-a]pyrazin